Cl.N[C@H](C(=O)NC1=CC=C(C=C1)C1=CC(=NN1)C1=CC=C(C=C1)C)CCC(=O)N (2S)-2-Amino-N1-{4-[3-(4-methylphenyl)-1H-pyrazol-5-yl]phenyl}pentanediamide hydrochloride